N1CC(C1)NC(C1=C(C=C(C=C1)NC=1C=2N(C=CN1)C(=CN2)C2=C(C(=C(C=C2)OC)F)F)CC)=O N-(azetidin-3-yl)-4-((3-(2,3-difluoro-4-methoxyphenyl)imidazo[1,2-a]pyrazin-8-yl)amino)-2-ethylbenzamide